Cl.ClC=1C=C(O[C@H]2CN(CC2)C(CC(=O)N[C@@H](C)C2=CC=C(C(=O)O)C=C2)(C)C)C=CC1 4-[(1S)-1-[[2-[(3R)-3-(3-Chlorophenoxy)pyrrolidin-1-yl]-2-methylpropane-carbonyl]amino]ethyl]benzoic acid, hydrochloride